tert-butyl (S)-4-acetamido-3-oxopiperidine-1-carboxylate C(C)(=O)N[C@@H]1C(CN(CC1)C(=O)OC(C)(C)C)=O